ammonium antimony 4-(4-((1R,2S)-6-hydroxy-2-phenyl-1,2,3,4-tetrahydronaphthalen-1-yl)phenyl)piperidin OC=1C=C2CC[C@@H]([C@@H](C2=CC1)C1=CC=C(C=C1)C1CCNCC1)C1=CC=CC=C1.[Sb+3].[NH4+]